phenyl (3-(2-fluoropropan-2-yl)isoxazol-5-yl)carbamate FC(C)(C)C1=NOC(=C1)NC(OC1=CC=CC=C1)=O